FC(C(C)=NNC(C1=CC=CC=C1)=O)(F)F (1,1,1-trifluoropropan-2-ylidene)benzohydrazide